C=1N=CN2C1C(=CC=C2)C(=O)N2C[C@H]([C@@H](CC2)C2=CC=CC=C2)NC(=O)C2=CC1=C(N2)C=CS1 N-((3S,4S)-1-(imidazo[1,5-a]pyridine-8-carbonyl)-4-phenylpiperidin-3-yl)-4H-thieno[3,2-b]pyrrole-5-carboxamide